ClC1=CC=C(CCOC2=CC=C(C=C2)C=2NC(=C(N2)C)C2=CC=C(C=C2)Cl)C=C1 2-(4-(4-chlorophenethoxy)phenyl)-5-(4-chlorophenyl)-4-methyl-1H-imidazole